4-{[(1R)-1-cyclohexylethyl]amino}-2-[(6-methoxy-2-methyl-1,2,3,4-tetrahydroisoquinolin-7-yl)amino]pyrimidine-5-carboxamide C1(CCCCC1)[C@@H](C)NC1=NC(=NC=C1C(=O)N)NC1=C(C=C2CCN(CC2=C1)C)OC